C1(CCC1)N(CC(C)(N)C)C1(CC1)C1=CC(=CC=C1)C(F)(F)F N1-cyclobutyl-2-methyl-N1-(1-(3-(trifluoromethyl)phenyl)cyclopropyl)propane-1,2-diamine